5-{2-[(6-methoxy-2-methyl-1,2,3,4-tetrahydroisoquinolin-7-yl)amino]quinazolin-7-yl}pyridine-2-carbonitrile COC=1C=C2CCN(CC2=CC1NC1=NC2=CC(=CC=C2C=N1)C=1C=CC(=NC1)C#N)C